BrC=1N=C2OC(CN2C1)C 6-bromo-2-methyl-2,3-dihydroimidazo[2,1-B]oxazole